trideuteroborane [2H]B([2H])[2H]